5-methylspiro[1,6-dihydropyrrolo[3,2-c]pyridine-7,1'-cyclopentane]-4-one CN1C(C2=C(NC=C2)C2(CCCC2)C1)=O